F[C@H]1CN(CC[C@H]1NC1=C2C=C(N(C2=CC=C1)CC(F)(F)F)C1=CC(=CS1)CN1C(C2=CC=CC=C2C1=O)=O)C 2-[[5-[4-[[(3S,4R)-3-fluoro-1-methyl-4-piperidyl]amino]-1-(2,2,2-trifluoroethyl)indol-2-yl]-3-thienyl]methyl]isoindoline-1,3-dione